2-hexyldecyl 6-((4-hydroxybutyl)amino)hexanoate OCCCCNCCCCCC(=O)OCC(CCCCCCCC)CCCCCC